2-[3-(3-amino-4-{7H-pyrrolo[2,3-d]pyrimidin-4-yl}pyrazol-1-yl)azetidin-3-yl]acetonitrile NC1=NN(C=C1C=1C2=C(N=CN1)NC=C2)C2(CNC2)CC#N